6-bromo-7-fluoro-2-[(4S)-2-(methoxymethoxy)-4-[6-oxo-5-(trifluoromethyl)-1-(2-trimethylsilylethoxymethyl)pyridazin-4-yl]oxy-pentyl]isoquinolin-1-one BrC=1C=C2C=CN(C(C2=CC1F)=O)CC(C[C@H](C)OC=1C=NN(C(C1C(F)(F)F)=O)COCC[Si](C)(C)C)OCOC